t-butylbenzoyl-toluoyl-sulfonamide butyl-7-(2,6-dioxopiperidin-3-yl)-3,4-dihydroisoquinoline-2(1H)-carboxylate C(CCC)OC(=O)N1CC2=CC(=CC=C2CC1)C1C(NC(CC1)=O)=O.C(C)(C)(C)N(S(=O)(=O)C(=O)C=1C(=CC=CC1)C)C(C1=CC=CC=C1)=O